1H-3a,7-Methanoazulen-6-ol C1C=CC23C=CC(=C(C=C12)C3)O